4,5-Dibromo-1h-pyrrole-2-carboxamide BrC=1C=C(NC1Br)C(=O)N